C1(CCCCC1)C[C@@H](C(=O)N[C@H](C=O)CCC(=O)N1CCOC2=C(C1)C=CC=C2)NC(OCCC)=O Propyl ((S)-3-cyclohexyl-1-(((S)-5-(2,3-dihydrobenzo[f][1,4]oxazepin-4(5H)-yl)-1,5-dioxopentan-2-yl)amino)-1-oxopropan-2-yl)carbamate